BrC1(CN=C2C(=CC=CC2=C1)O)S(=O)(=O)[O-].[K+] potassium 3-bromo-8-hydroxyquinoline-3-sulfonate